6-(1-Boc-1H-indol-3-yl)-3,4-dihydroisoquinoline C(=O)(OC(C)(C)C)N1C=C(C2=CC=CC=C12)C=1C=C2CCN=CC2=CC1